C(C)(=O)NC1=CC(=C(C=O)C(=C1)Cl)Cl 4-acetamido-2,6-dichlorobenzaldehyde